(R)-3-((4-fluorobenzyl)oxy)pyrrolidine-1-carboxylic acid FC1=CC=C(CO[C@H]2CN(CC2)C(=O)O)C=C1